3,3-dimethyl-4-oxospiro[cyclohexane-1,3'-indoline] CC1(CC2(CNC3=CC=CC=C23)CCC1=O)C